perfluoro(2,4-dimethyl-3-ethylpent-2-ene) FC(C(=C(C(C(F)(F)F)(C(F)(F)F)F)C(C(F)(F)F)(F)F)C(F)(F)F)(F)F